ClC=1C=C2C(=NC1)NC(=C2)C(=O)N(C)[C@H](C(N2CC1(COC1)C2)=O)CC2=C(C=C(C=C2)F)F (S)-5-chloro-N-(3-(2,4-difluorophenyl)-1-oxo-1-(2-oxa-6-azaspiro[3.3]heptan-6-yl)propan-2-yl)-N-methyl-1H-pyrrolo[2,3-b]pyridine-2-carboxamide